F[B-](F)(F)F.[H+].F[B-](F)(F)F.[H+].CCCCCCCC octane bis(tetrafluoroboric acid) salt